5-(1-hydroxyethyl)thiazol OC(C)C1=CN=CS1